5-methoxy-2-(5-phenyl-1H-pyrazol-3-yl)phenol COC=1C=CC(=C(C1)O)C1=NNC(=C1)C1=CC=CC=C1